[Na+].C(=O)CC(=O)[O-].[Na+].C(=O)CC(=O)[O-] sodium formylacetate sodium salt